C(C=C)(=O)N1C(CN(CC1)C1=NC(=NC=2CC(CCC12)N1CCCC2=CC=C(C=C12)F)N1CC(C1)(COC)N(C)C)CC#N 2-(1-acryloyl-4-(2-(3-(dimethylamino)-3-(methoxymethyl)azetidin-1-yl)-7-(7-fluoro-3,4-dihydroquinolin-1(2H)-yl)-5,6,7,8-tetrahydroquinazolin-4-yl)piperazin-2-yl)acetonitrile